(1s,2s)-2-fluoro-N-(6-(2-fluoro-6-methylphenyl)thiazolo[4,5-c]pyridin-2-yl)cyclopropane-1-carboxamide F[C@@H]1[C@@H](C1)C(=O)NC=1SC2=C(C=NC(=C2)C2=C(C=CC=C2C)F)N1